4-(6-((1S,4S)-5-(3,3-dimethylbutyryl)-2,5-diazabicyclo[2.2.1]heptan-2-yl)pyridin-3-yl)-6-(1-methyl-1H-pyrazol-4-yl)pyrazolo[1,5-a]pyridine-3-carbonitrile CC(CC(=O)N1[C@@H]2CN([C@H](C1)C2)C2=CC=C(C=N2)C=2C=1N(C=C(C2)C=2C=NN(C2)C)N=CC1C#N)(C)C